(1r,4r)-4-amino-N-methylcyclohexane-1-carboxamide hydrochloride Cl.NC1CCC(CC1)C(=O)NC